O1C(CCCC1)OCCC1CCNCC1 4-(2-((tetrahydro-2H-pyran-2-yl)oxy)ethyl)piperidine